(S)-quinuclidin-3-yl (2,2-diethyl-5-(thiophen-3-yl)-2,3-dihydro-1H-inden-1-yl)carbamat C(C)C1(C(C2=CC=C(C=C2C1)C1=CSC=C1)NC(O[C@@H]1CN2CCC1CC2)=O)CC